tert-butyl 3-((6-((tert-butoxycarbonyl)(4,4-difluorocyclohexyl)amino)-2-(4-(fluoromethyl)thiazol-2-yl)pyrimidin-4-yl)oxy)azetidine-1-carboxylate C(C)(C)(C)OC(=O)N(C1=CC(=NC(=N1)C=1SC=C(N1)CF)OC1CN(C1)C(=O)OC(C)(C)C)C1CCC(CC1)(F)F